C(C1=CC=CC=C1)OC(=O)N[C@@H]1CN(CC[C@@H](CC1)O)C(=O)OCC1=CC=CC=C1 |&1:16| rac-benzyl (3S)-3-(((benzyloxy)carbonyl)amino)-6-hydroxyazocane-1-carboxylate